CC1(O[C@@H]2[C@H](O1)[C@H](C[C@H]2N2C=CC1=C2N=CN=C1NCC1=CC=C(C=C1)OC)C1=CC(=CC=C1)C=1N=CSC1)C 7-((3aS,4R,6R,6aR)-2,2-dimethyl-6-(3-(thiazol-4-yl)phenyl)tetrahydro-4H-cyclopenta[d][1,3]dioxol-4-yl)-N-(4-methoxybenzyl)-7H-pyrrolo[2,3-d]pyrimidin-4-amine